C(CCC)(=O)N([C@@H](CCCCN)C(=O)[O-])C(CCC)=O.C(CCC)(=O)N([C@@H](CCCCN)C(=O)[O-])C(CCC)=O.[Zn+2] zinc di-(dibutyryl lysinate)